N1C=C(C2=CC=CC=C12)CC[N+](COP1(OC2=C(O1)C=CC=C2)=O)(C)C 2-(1H-indol-3-yl)-N,N-dimethyl-N-(((2-oxidobenzo[d][1,3,2]dioxaphosphol-2-yl)oxy)methyl)ethan-1-aminium